COC1=CC=C(C=C1)C1=NC2=CC=CC=C2C(=C1)NCCCNCC1CCN(CC1)C(=O)OC(C)(C)C tert-Butyl 4-{[(3-{[2-(4-methoxyphenyl)quinolin-4-yl]amino}propyl)amino]methyl}piperidine-1-carboxylate